(S)-2-(5-(8-(pyrrolidin-2-yl)isochroman-6-yl)-1H-pyrrolo[2,3-b]pyridin-3-yl)acetonitrile N1[C@@H](CCC1)C=1C=C(C=C2CCOCC12)C=1C=C2C(=NC1)NC=C2CC#N